O[C@H]1C[C@@H](CC2=CC[C@H]3[C@@H]4CC[C@@H]([C@]4(CC[C@@H]3[C@@]12C)C)[C@@H](CCC(=O)N(C)C)C)O (R)-4-((1S,3R,8S,9S,10R,13R,14S,17R)-1,3-dihydroxy-10,13-dimethyl-2,3,4,7,8,9,10,11,12,13,14,15,16,17-tetradecahydro-1H-cyclopenta[a]phenanthren-17-yl)-N,N-dimethylpentanamide